(R)-1-(3-(3-chloro-5-fluoro-2-((2-methyl-4-(1-methyl-1H-1,2,4-triazol-5-yl)quinolin-8-yloxy)methyl)phenyl)morpholino)-2-(difluoromethoxy)ethanone ClC=1C(=C(C=C(C1)F)[C@@H]1COCCN1C(COC(F)F)=O)COC=1C=CC=C2C(=CC(=NC12)C)C1=NC=NN1C